FC1=CC(NC=C1)=O 4-fluoro-1H-pyridin-2-one